2,2'-Azobis(1-imino-1-pyrrolidino-2-ethylpropane) dihydrate O.O.N(=NC(C(=N)N1CCCC1)(C)CC)C(C(N1CCCC1)=N)(C)CC